N[C@H](C(=O)NCC1=C(C(=CC=C1)Cl)F)CC(C)C (S)-2-amino-N-(3-chloro-2-fluorophenylmethyl)-4-methylpentanamide